ClC=1C=C2C=NC(=NC2=CC1C1CCN(CC1)C1CSC1)NC=1C=NN(C1Cl)CC(F)F 6-chloro-N-(5-chloro-1-(2,2-difluoroethyl)-1H-pyrazol-4-yl)-7-(1-(thietane-3-yl)piperidin-4-yl)quinazolin-2-amine